C(C1=CC=CC=C1)OC1=CC=C(C(=N1)C1=N[C@H](C(NC2=C1C(=C(C=C2)C(F)(F)F)Cl)=O)C)F (3S)-5-(6-benzyloxy-3-fluoro-2-pyridyl)-6-chloro-3-methyl-7-(trifluoromethyl)-1,3-dihydro-1,4-benzodiazepin-2-one